C(C)OC(C1=CC(=C(C(=C1)I)N)I)=O Ethyl-4-amino-3,5-diiodobenzoate